BrC1=CC=C(CNC(=O)C2N(CCN(C2)C=2C=3C(N=CN2)=NN(C3)C3=CC=C(C=C3)Br)C)C=C1 N-(4-bromobenzyl)-4-(2-(4-bromophenyl)-2H-pyrazolo[3,4-d]pyrimidin-4-yl)-1-methylpiperazine-2-carboxamide